N1=NC(=NN=C1)C1=CC=C(C=C1)C1=CC=C(C=C1)CC(C(=O)O)N 3-(4'-(1,2,4,5-tetrazin-3-yl)-[1,1'-biphenyl]-4-yl)-2-aminopropionic acid